1,β-Butanediol C(C(CC)O)O